2-amino-7-methoxy-5-nitro-1H-indole-3-carbonitrile NC=1NC2=C(C=C(C=C2C1C#N)[N+](=O)[O-])OC